BrC1=C2C=C(CCC2=CC=C1OC)F 5-bromo-3-fluoro-6-methoxy-1,2-dihydronaphthalene